NC=1C(=C(SC1)C(=O)OC)C(=O)OC dimethyl 4-aminothiophene-2,3-dicarboxylate